(3R,4R)-1-((trans)-4-(4-amino-5-(2-fluoro-4-phenoxyphenyl)-7H-pyrrolo[2,3-d]pyrimidin-7-yl)cyclohexyl)-4-(dimethylamino)pyrrolidin-3-ol NC=1C2=C(N=CN1)N(C=C2C2=C(C=C(C=C2)OC2=CC=CC=C2)F)[C@@H]2CC[C@H](CC2)N2C[C@H]([C@@H](C2)N(C)C)O